C(C)(C)(C)OC(=O)N[C@H]1CN(CC[C@H]1OC)C(=O)OCC1=CC=CC=C1 benzyl (3s,4r)-3-(tert-butoxycarbonylamino)-4-methoxy-piperidine-1-carboxylate